C1(CC1)C(=O)C=1N=C2N(N1)[C@@H](C[C@@H]2O)C2=CC=CC=C2 cyclopropyl-[(5S,7S)-7-hydroxy-5-phenyl-6,7-dihydro-5H-pyrrolo[1,2-b][1,2,4]triazol-2-yl]methanone